Cl.O[C@H]1CN(CC1)C1=CC=C2C(OC(C2=C1)=O)CC1=C(C=CC=C1)C 6-((R)-3-hydroxypyrrolidin-1-yl)-3-(2-methylbenzyl)isobenzofuran-1(3H)-one hydrochloride